C(C)S(=O)O Ethylsulfinic acid